methyl (9-oxo-9H-fluorene-3-carbonyl)glycinate O=C1C2=CC=CC=C2C=2C=C(C=CC12)C(=O)NCC(=O)OC